FC(C(=O)N=C(NC1=NC2=CC=CC=C2C(=N1)C)NC1CCN(CC1)C)F 2,2-Difluoro-N-(((1-methylpiperidin-4-yl)amino)((4-methylquinazolin-2-yl)amino)methylene)acetamide